2-amino-3-[benzyl(methyl)amino]propanoic acid NC(C(=O)O)CN(C)CC1=CC=CC=C1